C(C1=CC=CC=C1)NC(=S)N\N=C\1/C(NC2=CC=C(C=C12)F)=O (Z)-N-benzyl-2-(5-fluoro-2-oxoindolin-3-ylidene)hydrazinecarbothioamide